(S)-tert-butyl 4-(5-(4-(4-acetylpiperazin-1-yl)-6-((4-methoxybenzyl) amino) pyridin-2-yl)-1-oxoisoindolin-2-yl)-5-amino-5-oxopentanoate C(C)(=O)N1CCN(CC1)C1=CC(=NC(=C1)NCC1=CC=C(C=C1)OC)C=1C=C2CN(C(C2=CC1)=O)[C@@H](CCC(=O)OC(C)(C)C)C(=O)N